ClC=1C=CC(=NC1)C1=CC(=CN1)S(=O)(=O)NC1=C(C=C(C(=C1)F)C(F)(F)F)F 5-(5-chloro-2-pyridyl)-N-[2,5-difluoro-4-(trifluoromethyl)phenyl]-1H-pyrrole-3-sulfonamide